ethyltrin-butoxysilane C(C)[Si](OCCCC)(OCCCC)OCCCC